NCC1=CC(=C(C=C1)NC(=O)C1=CC2=C(OCCC3=C2SC(=C3)C)C=C1C=1C(=NC(=CC1)C(NCCC)=O)C(=O)OC)C methyl 3-(9-((4-(aminomethyl)-2-methylphenyl)carbamoyl)-2-methyl-4,5-dihydrobenzo[b]thieno[2,3-d]oxepin-8-yl)-6-(propylcarbamoyl)picolinate